4-isocyano-tetrahydropyran [N+](#[C-])C1CCOCC1